β-Isovalerolacton C1(CC(C)(C)O1)=O